FC=1C=NC=CC1NC1=C(C(N(S1)C)=S)C#N 5-((3-fluoropyridin-4-yl)amino)-2-methyl-3-thioxo-2,3-dihydroisothiazole-4-carbonitrile